3-[3-(aminomethyl)oxetan-3-yl]benzonitrile NCC1(COC1)C=1C=C(C#N)C=CC1